NC(CC(=O)O)CC(=O)O L-β-homoaspartic acid